N-(7-methoxy-4-(5-phenylisoxazol-4-yl)quinazolin-6-yl)propionamide COC1=C(C=C2C(=NC=NC2=C1)C=1C=NOC1C1=CC=CC=C1)NC(CC)=O